COC1=CC2=C(SC(=C2)C(CCC(=O)OCC)=O)C=C1OC Ethyl 4-(5,6-dimethoxy-benzo[b]thiophen-2-yl)-4-oxo-butyrate